NC1=C(N=C(C(=N1)N1CCC2(CC1)CC1=CC=CC=C1[C@@H]2NC([O-])=O)C#N)Br (3R)-1'-(6-amino-5-bromo-3-cyanopyrazin-2-yl)-1,3-dihydrospiro[indene-2,4'-piperidine]-3-ylcarbamate